4-Amino-3-{6-[2-(6-hydroxyhexyloxy)phenyl]pyridin-3-ylazo}naphthalin NC1=C(C=CC2=CC=CC=C12)N=NC=1C=NC(=CC1)C1=C(C=CC=C1)OCCCCCCO